2-{2-[(4-methoxyphenyl)methyl]-3-oxo-1H-isoindol-5-yl}-2-methylpropanoic acid COC1=CC=C(C=C1)CN1CC2=CC=C(C=C2C1=O)C(C(=O)O)(C)C